C(C(=C)C)(=O)OC1=CC=C(C=C1)C(C)(C)C1=CC=C(C=C1)OC(C(=C)C)=O 2,2-bis(4-methacryloxyphenyl)propane